3-DIFLUOROMETHOXY-4-FLUORO-BENZENEBORONIC ACID FC(OC=1C=C(C=CC1F)B(O)O)F